phenylbutyl-trichlorosilane C1(=CC=CC=C1)CCCC[Si](Cl)(Cl)Cl